Isopropyl (S)-2-((S)-3-(1H-indol-3-yl)-2-isobutyramidopropanamido)-6-diazo-5-oxohexanoate N1C=C(C2=CC=CC=C12)C[C@@H](C(=O)N[C@H](C(=O)OC(C)C)CCC(C=[N+]=[N-])=O)NC(C(C)C)=O